4-(1-(4-bromo-2-chlorophenyl)-1H-imidazol-4-yl)-N-(1-(methylsulfonyl)piperidin-4-yl)-5-(trifluoromethyl)pyrimidin-2-amine BrC1=CC(=C(C=C1)N1C=NC(=C1)C1=NC(=NC=C1C(F)(F)F)NC1CCN(CC1)S(=O)(=O)C)Cl